FC1=NN(C2=CC=CC(=C12)CCCC(C(=O)OCC)CC(F)(F)F)C1OCCCC1 ethyl 5-(3-fluoro-1-(tetrahydro-2H-pyran-2-yl)-1H-indazol-4-yl)-2-(2,2,2-trifluoroethyl)pentanoate